CN1C(=C(C=C1C=1C=C2CCN(CC2=CC1C(=O)N1CC2=CC=CC=C2C[C@H]1CN1CCOCC1)C(=O)OC1=CC=C(C=C1)C)C(=O)O)C 1,2-dimethyl-5-[2-(4-methylphenoxy)carbonyl-7-[(3S)-3-(morpholinomethyl)-3,4-dihydro-1H-isoquinoline-2-carbonyl]-3,4-dihydro-1H-isoquinolin-6-yl]-1H-pyrrole-3-carboxylic acid